C(\C=C\C(=O)Cl)(=O)Cl fumaric acid chloride